4-(2-ethoxyethoxy)benzonitrile C(C)OCCOC1=CC=C(C#N)C=C1